COC(=O)C1=NC(=C(C=C1[N+](=O)[O-])C(F)(F)F)N(CCC=C)CCOCC1=CC=CC=C1 6-[2-Benzyloxyethyl-(but-3-enyl)amino]-3-nitro-5-(trifluoromethyl)pyridine-2-carboxylic acid methyl ester